3-Bromo-2-fluoro-5-(sec-butoxy)benzaldehyde BrC=1C(=C(C=O)C=C(C1)OC(C)CC)F